C1=CC=CC=2C3=CC(=C(C=C3C=CC12)O)O Phenanthrene-6,7-diol